5-methoxycytosine COC=1C(=NC(NC1)=O)N